Gold(I) oxid [Au-]=O